tert-butyl ((4-((2,6-dioxopiperidin-3-yl)carbamoyl)thiazol-2-yl)methyl)carbamate O=C1NC(CCC1NC(=O)C=1N=C(SC1)CNC(OC(C)(C)C)=O)=O